CC1(CN(CCN1)C1=CC(=C(C=C1)NC(=O)C=1C=CC=2C=C3N([C@@H](CNC3=O)C)C2N1)S(N)(=O)=O)C (R)-N-(4-(3,3-dimethylpiperazin-1-yl)-2-sulfamoylphenyl)-9-methyl-6-oxo-6,7,8,9-tetrahydropyrido[3',2':4,5]pyrrolo[1,2-a]pyrazine-2-carboxamide